4-(4-(5-amino-3-fluoro-6-(8-fluoro-1-oxo-1,2,3,4-tetrahydroisoquinolin-6-yl)pyrazin-2-yl)phenyl)piperazine-1-carboxylic acid tert-butyl ester C(C)(C)(C)OC(=O)N1CCN(CC1)C1=CC=C(C=C1)C1=NC(=C(N=C1F)N)C=1C=C2CCNC(C2=C(C1)F)=O